BrC1=C(C(=O)NNS(=O)(=O)CNC)C=C(C=C1)Cl 2-bromo-5-chloro-N-[(methylaminomethylsulfonyl)-amino]-benzamide